1,3,5-tri(3-(3-pyridyl)phenyl)benzene N1=CC(=CC=C1)C=1C=C(C=CC1)C1=CC(=CC(=C1)C1=CC(=CC=C1)C=1C=NC=CC1)C1=CC(=CC=C1)C=1C=NC=CC1